C(C)(C)N[Si]1(O[Si](O[Si](O1)(C)C)(C)C)C 2-isopropylamino-2,4,4,6,6-pentamethylcyclotrisiloxane